7-amino-6-fluoro-3,3-dimethylisoindolin-1-one NC=1C(=CC=C2C(NC(C12)=O)(C)C)F